C12N(CC(NC1)C2)C=2C=C1CN(C(C1=C(C2)F)=O)C2CNCCC2 3-(5-(2,5-diazabicyclo[2.2.1]heptane-2-yl)-7-fluoro-1-oxoisoindoline-2-yl)piperidine